tert-butyl 9-((3-(2,6-bis(benzyloxy) pyridin-3-yl)-1-methyl-1H-indazol-6-yl) methyl)-3,9-diazaspiro[5.5]undecane-3-carboxylate C(C1=CC=CC=C1)OC1=NC(=CC=C1C1=NN(C2=CC(=CC=C12)CN1CCC2(CCN(CC2)C(=O)OC(C)(C)C)CC1)C)OCC1=CC=CC=C1